C(C)C=1C=C2CC(CC2=CC1CC)NCC(O)C1=C2C=CC(NC2=C(C=C1)O)=O 5-[2-(5,6-diethylindan-2-ylamino)-1-hydroxyethyl]-8-hydroxy-1H-quinolin-2-one